[N+](=O)([O-])C=1C=C(C=CC1OCC(F)(F)F)C(CN1N=CC=N1)=O 1-(3-nitro-4-(2,2,2-trifluoroethoxy)phenyl)-2-(2H-1,2,3-triazol-2-yl)ethan-1-one